C(C1=CC=CC=C1)C1(CCN(CC1)C(=O)C=1C=CC2=C(NC(CO2)=O)C1)O 6-(4-benzyl-4-hydroxypiperidine-1-carbonyl)-4H-1,4-benzoxazin-3-one